OC1C2=C(OC(C1C)C)C1=C(OC(C=C1)(C)C)C1=C2OC(C=C1CCC)=O 12-Hydroxy-6,6,10,11-tetramethyl-4-propyl-11,12-dihydro-2H,6H,10H-benzo(1,2-b:3,4-b':5,6-b'')tripyran-2-one